FC1=C(OCC=2C=C(\C=C\3/C(=C(C4=CC(=CC=C34)F)CC(=O)O)C)C=CC2)C=CC(=C1)F (E)-2-(1-(3-((2,4-difluorophenoxy)methyl)benzylidene)-5-fluoro-2-methyl-1H-inden-3-yl)acetic acid